(E)-1-(3,4-dimethoxyphenyl)ethan-1-one O-((3-(4-fluorophenyl)isoxazol-5-yl)methyl) oxime FC1=CC=C(C=C1)C1=NOC(=C1)CO\N=C(/C)\C1=CC(=C(C=C1)OC)OC